2,2-dimethylbutanedioate CC(C(=O)[O-])(CC(=O)[O-])C